6-ethynyl-7,8-dimethyl-[1,2,4]triazolo[1,5-a]pyridine C(#C)C=1C(=C(C=2N(C1)N=CN2)C)C